ClC1=C(C=C(C=C1)[C@@H](CO)N1C(C=C(C=C1)C1=NC(=NC=C1)NC1=CC=NN1C)=O)F (S)-1-[1-(4-chloro-3-fluorophenyl)-2-hydroxyethyl]-4-{2-[(1-methyl-1H-pyrazol-5-yl)amino]pyrimidin-4-yl}pyridin-2(1H)-one